N1=C(C(=CC=C1)C1=CC=CC=C1COC(=O)N1CC2(CCC2NC2=NC=C(C(=N2)C2=CNC3=NC(=CC=C32)N3CCOCC3)C(F)(F)F)CC1)C.CC1=NC=CC=C1 methylpyridine o-picolinebenzyl-1-((4-(6-morpholinyl-1H-pyrrolo[2,3-b]pyridin-3-yl)-5-(trifluoromethyl)pyrimidin-2-yl)amino)-6-azaspiro[3.4]octane-6-carboxylate